2-(azetidin-3-yl)-N-(3-{[(2R,4R)-6-chloro-4-hydroxy-3,4-dihydro-2H-1-benzopyran-2-carbonyl]amino}bicyclo[1.1.1]pent-1-yl)-1,3-oxazole-5-carboxamide N1CC(C1)C=1OC(=CN1)C(=O)NC12CC(C1)(C2)NC(=O)[C@@H]2OC1=C([C@@H](C2)O)C=C(C=C1)Cl